Tetrafluorophthalimid FC=1C(=C(C(=C2C1C(=O)NC2=O)F)F)F